2-nitro-4,5-dichloroaniline [N+](=O)([O-])C1=C(N)C=C(C(=C1)Cl)Cl